3-(2-bromo-4-chloro-5-methylphenyl)-1-(oxazolidin-2-yl)pyrazole BrC1=C(C=C(C(=C1)Cl)C)C1=NN(C=C1)C1OCCN1